ClC1=C(C=C(C=C1)NC(=O)NC1CCC=2NC3=CC=C(C=C3C2C1)C=1C=NN(C1)C)C(F)(F)F 1-(4-chloro-3-trifluoromethylphenyl)-3-(6-(1-methyl-1H-pyrazol-4-yl)-2,3,4,9-tetrahydro-1H-carbazol-3-yl)urea